(E)-Hex-2-en C\C=C\CCC